COC=1C=C2C[C@@H](CC(C2=CC1)O)C (3S)-6-methoxy-3-methyl-1,2,3,4-tetrahydronaphthalene-1-ol